O.[Na+].OC(C(CN(C)CCCCC)P(O)(O)=O)P([O-])(O)=O 1-hydroxy-3-(N-methyl-pentylamino)-propylenebisphosphonic acid monosodium salt monohydrate